C(C1=CC=CC=C1)C1OC=2C(C1)CC=C(C2OC)OC 2-benzyl-6,7-dimethoxy-1,2,3,4-tetrahydrobenzofuran